OC1=C(C=CC=C1)C=1C=C2N3CCN(C[C@@H]3CNC2=NN1)C1=NC=C(C=N1)N1C[C@H](N(CC1)C1CC2(C1)CCC(CC2)C(=O)OCC)C ethyl 2-[(2R)-4-[2-[(10S)-4-(2-hydroxyphenyl)-1,5,6,8,12-pentazatricyclo[8.4.0.02,7]tetradeca-2,4,6-trien-12-yl]pyrimidin-5-yl]-2-methyl-piperazin-1-yl]spiro[3.5]nonane-7-carboxylate